1-(3-bromobenzyl)-5-methyl-N-(4-(trifluoromethyl)phenyl)-1H-pyrazole-3-carboxamide BrC=1C=C(CN2N=C(C=C2C)C(=O)NC2=CC=C(C=C2)C(F)(F)F)C=CC1